N-(5-cyano-6-(2H-1,2,3-triazol-2-yl)pyridin-3-yl)-1-(1-methyl-1H-pyrazolo[3,4-c]pyridin-7-yl)-5-(trifluoromethyl)-1H-pyrazole-4-carboxamide C(#N)C=1C=C(C=NC1N1N=CC=N1)NC(=O)C=1C=NN(C1C(F)(F)F)C=1N=CC=C2C1N(N=C2)C